2-Bromothiopyridine BrSC1=NC=CC=C1